1-((1S,3R)-3-cyanocyclobutyl)-3-methoxy-N-(6-((S)-5-methyl-6,7-dihydro-5H-pyrrolo[1,2-a]imidazol-3-yl)pyridin-2-yl)-1H-pyrazole-4-carboxamide C(#N)C1CC(C1)N1N=C(C(=C1)C(=O)NC1=NC(=CC=C1)C1=CN=C2N1[C@H](CC2)C)OC